(11R,2S)-3-(benzyloxy)-1-(2-chlorophenyl)-1-hydroxypropan-2-yl acetate C(C)(=O)O[C@H](C(O)C1=C(C=CC=C1)Cl)COCC1=CC=CC=C1